N1C=CC=2C1=NC=C(C2)OC2=C(C(=O)NS(=O)(=O)C1=CC(=CC=C1)[N+](=O)[O-])C=CC(=C2)N2CCN(CC2)C2CCCC1=CC=CC(=C21)C2=CSC=C2 2-((1H-pyrrolo[2,3-b]pyridin-5-yl)oxy)-N-((3-nitrophenyl)sulfonyl)-4-(4-(8-(thiophen-3-yl)-1,2,3,4-tetrahydronaphthalen-1-yl)piperazin-1-yl)benzamide